C12(OCC(C1)C2)CCNC(CC2=NC=C1C=CC(=NC1=C2)C2=NC(=CC=C2)N2C[C@@H](O[C@@H](C2)C)C)=O N-(2-(2-oxabicyclo[2.1.1]hexan-1-yl)ethyl)-2-(2-(6-((cis)-2,6-dimethylmorpholino)pyridin-2-yl)-1,6-naphthyridin-7-yl)acetamide